CO[Si](OC)(OC)CCCOC(\C=C\C)=O trans-β-methylacrylic acid trimethoxysilylpropyl ester